3-ethyl-6-(1-methyl-1H-pyrazol-4-yl)-4-(6-(piperazin-1-yl)pyridin-3-yl)pyrazolo[1,5-a]pyridine C(C)C=1C=NN2C1C(=CC(=C2)C=2C=NN(C2)C)C=2C=NC(=CC2)N2CCNCC2